tert-butyl 1-(4-(2-methylbenzamido)naphthalene-1-sulfonamido)-7-azaspiro[3.5]nonane-7-carboxylate CC1=C(C(=O)NC2=CC=C(C3=CC=CC=C23)S(=O)(=O)NC2CCC23CCN(CC3)C(=O)OC(C)(C)C)C=CC=C1